C1(CCC1)COC1=CC2=C(N(N=C2C=C1)C)C(=O)NC(C(=O)N)(CO)C 2-{[5-(cyclobutylmethoxy)-2-methyl-2H-indazol-3-yl]formamido}-3-hydroxy-2-methylpropanamide